BrC=1C=C2NC(C=3N(C2=CC1)C=NC3)=O 7-bromoimidazo[1,5-a]quinoxalin-4(5H)-one